N-(4,5-Dimethoxy-2-((4-(2-(methyl(3-(3-methyl-1,2,4-oxadiazol-5-yl)benzyl)amino)ethyl)phenyl)carbamoyl)phenyl)-4-oxo-4H-chromene-2-carboxamide COC1=CC(=C(C=C1OC)NC(=O)C=1OC2=CC=CC=C2C(C1)=O)C(NC1=CC=C(C=C1)CCN(CC1=CC(=CC=C1)C1=NC(=NO1)C)C)=O